[Br-].C1(OCCO1)=O ethylene carbonate bromide